(R)-((1R,5aS,6R,9aS)-1,5a-dimethyl-7-methylene-3-oxo-6-((E)-2-(2-oxo-2,5-dihydrofuran-3-yl)ethenyl)decahydro-1H-benzo[c]azepin-1-yl)methyl 2-amino-3-phenylpropanoate N[C@@H](C(=O)OC[C@@]1(NC(CC[C@@]2([C@@H]1CCC([C@H]2\C=C\C=2C(OCC2)=O)=C)C)=O)C)CC2=CC=CC=C2